FC=1C=CC(=C2C=C(N(C12)CCNC1=CC(=NC=N1)C=1C=C2C(NC(C2=CC1)=O)CCC)C)OC 5-{6-[2-(7-Fluoro-4-methoxy-2-methyl-indol-1-yl)-ethylamino]-pyrimidin-4-yl}-3-propyl-2,3-dihydro-isoindol-1-on